L-threonic acid hydrochloride Cl.O=C([C@H](O)[C@@H](O)CO)O